octyldodecyl-trisphenyloxazole C(CCCCCCC)C=1C(=C(C=CC1)C=1OC(=C(N1)C1=CC=CC=C1)C1=CC=CC=C1)CCCCCCCCCCCC